(tert-butyl)pyrrolidine-2,4-dione C(C)(C)(C)N1C(CC(C1)=O)=O